O.C12(C(=O)CC(CC1)C2(C)C)CS(=O)(=O)O camphorsulfonic acid monohydrate